(S)-(3-(difluoromethyl)-1-methyl-1H-pyrazol-5-yl)(4-(4-methylpyrazolo[1,5-a]pyridin-2-yl)-6,7-dihydro-1H-imidazo[4,5-c]pyridin-5(4H)-yl)methanone FC(C1=NN(C(=C1)C(=O)N1[C@@H](C2=C(CC1)NC=N2)C2=NN1C(C(=CC=C1)C)=C2)C)F